C(=C)C1=C2C(=NC(=C1)C(=O)OC)CCC2 methyl 4-vinyl-6,7-dihydro-5H-cyclopenta[b]pyridine-2-carboxylate